9,10-dihydro-4H-benzo[4,5]cyclohepta[1,2-b]thiophene-4-one S1C2=C(C=C1)C(C1=C(CC2)C=CC=C1)=O